CC(CCCCCCCCCCCCC)(C)S 1,1-Dimethyltetradecyl hydrosulfide